3-hydroxy-2-({5-[(2-hydroxypyridin-3-yl)methoxy]-2-methyl-1-benzothiophen-3-yl}formamido)propanamide OCC(C(=O)N)NC(=O)C1=C(SC2=C1C=C(C=C2)OCC=2C(=NC=CC2)O)C